FC=1C=C(C=C(C1)F)NC(=O)C1(CC1)C(=O)OC methyl 1-((3,5-difluorophenyl)carbamoyl)cyclopropane-1-carboxylate